ClC1=CC2=C(N(C(N2CCN2CCOCC2)=O)C2CCN(CC2)CC2=C(C=C(C=C2)C)Cl)C=C1Cl 5,6-dichloro-1-(1-(2-chloro-4-methylbenzyl)piperidin-4-yl)-3-(2-morpholinoethyl)-1,3-dihydro-2H-benzo[d]imidazol-2-one